N-(1-methylpiperidin-4-yl)-1-(2,2,2-trifluoroethyl)-1H-indol-4-amine CN1CCC(CC1)NC=1C=2C=CN(C2C=CC1)CC(F)(F)F